(1-(cyclopentylmethyl)-1H-pyrazol-4-yl)-5-(furan-2-yl)isoxazole-3-carboxamide C1(CCCC1)CN1N=CC(=C1)C=1C(=NOC1C=1OC=CC1)C(=O)N